C(C)(SCCCNC(=O)OC(C)(C)C)=O S-(3-((tert-butoxycarbonyl)amino)propyl) ethanethioate